NC1=C(C=CC(=C1)F)NC(C1=CC=C(C=C1)CN1C2=NC(=NC(=C2N=C1)NCCCC)Cl)=O N-(2-amino-4-fluoro-phenyl)-4-(2-chloro-6-butylamino-purin-9-ylmethyl)-benzamide